ClC1=C(C(=O)O)C=C(C=C1)OC=1NC=2C(=NC(=C(C2)Cl)C2=CC=C(C=C2)C2=CC=C(C=C2)C2=NN(C=N2)CC(F)(F)F)N1 2-chloro-5-((6-chloro-5-(4'-(1-(2,2,2-trifluoroethyl)-1H-1,2,4-triazol-3-yl)-[1,1'-biphenyl]-4-yl)-1H-imidazo[4,5-b]pyridin-2-yl)oxy)benzoic acid